C(CCCCCCCCCCC)(=O)OC1CC[N+](CC1)(C)CC(CS(=O)(=O)[O-])O 3-(4-(lauroyloxy)-1-methylpiperidinium-1-yl)-2-hydroxypropanesulfonate